1-((4-((2S,3S)-3-hydroxy-2-methylazetidine-1-carbonyl)oxazol-2-yl)methyl)-4-(1-((2-(trimethylsilyl)ethoxy)methyl)-1H-pyrazol-4-yl)pyrimidin-2(1H)-one O[C@@H]1[C@@H](N(C1)C(=O)C=1N=C(OC1)CN1C(N=C(C=C1)C=1C=NN(C1)COCC[Si](C)(C)C)=O)C